BrC1=C(C=CC=C1)C=1OC[C@@H](N1)C(C)C (S)-2-(2-bromophenyl)-4-isopropyl-4,5-dihydrooxazole